2-(3-((4-((3-chloro-2-fluorophenyl)amino)-7-methoxyquinazolin-6-yl)amino)azetidin-1-yl)-N-methylacetamide ClC=1C(=C(C=CC1)NC1=NC=NC2=CC(=C(C=C12)NC1CN(C1)CC(=O)NC)OC)F